C(C)C1=CN=C2N1C=C(C=N2)C=2C=CN1N=C(N=CC12)NCCOC 5-(3-ethylimidazo[1,2-a]pyrimidin-6-yl)-N-(2-methoxyethyl)pyrrolo[2,1-f][1,2,4]triazin-2-amine